CNC=1C2=C(N=CN1)N(C=C2)[C@H]2[C@](O)([C@H](O)[C@H](O2)CO)C 4-methylamino-7-(2-C-methyl-β-D-ribofuranosyl)-7H-pyrrolo[2,3-d]pyrimidine